4,4-dibromomethylbiphenyl BrCC1(CC=C(C=C1)C1=CC=CC=C1)CBr